BrC1=CC=C(C=C1)C12CCC(CC1)(CC2)C#N 4-(4-bromophenyl)bicyclo[2.2.2]octane-1-carbonitrile